C=1(C(=CC=C2C=CC=CC12)S(=O)(=O)[O-])S(=O)(=O)OC.[Rb+] rubidium methyl naphthalenedisulfonate